FC(C(C)(C)O)(F)C=1C=C(C=CC1)C(C)=N[S@](=O)C(C)(C)C (R)-N-(1-(3-(1,1-Difluoro-2-hydroxy-2-methylpropyl)phenyl)ethylidene)-2-methylpropane-2-sulfinamide